OC(CC1=C(C(=C(C=C1C(=O)N)C(=O)N)CC(CO)O)NCC(CO)O)CO bis(2,3-dihydroxypropyl)-5-((2,3-dihydroxypropyl)amino)isophthalamide